BrC=CN1CCC(CC1)C1=NC2=C(N1CCOCC)C=CC=C2 2-(1-(2-bromovinyl)piperidin-4-yl)-1-(2-ethoxyethyl)-1H-benzo[d]imidazole